NC1=C2N(C(N(C2=NC=N1)[C@H]1CN(CC1)C(C#CC)=O)=O)C1=CC=C(C=C1)OC1=CC(=CC(=C1)F)F 6-amino-9-[(3R)-1-(2-butynoyl)-3-pyrrolidinyl]-7-[4-(3,5-difluorophenoxy)phenyl]-7,9-dihydro-8H-purin-8-one